(2S,4R)-N-[(S)-(4-cyclopropyl-3-fluorophenyl)(phenyl)methyl]-4-fluoro-1-[2-(quinolin-5-yl)acetyl]pyrrolidine-2-carboxamide C1(CC1)C1=C(C=C(C=C1)[C@@H](NC(=O)[C@H]1N(C[C@@H](C1)F)C(CC1=C2C=CC=NC2=CC=C1)=O)C1=CC=CC=C1)F